COC1=CC=C2CC(C(C2=C1)=O)(C(=O)OC)CCC methyl 6-methoxy-1-oxo-2-propyl-2,3-dihydro-1H-indene-2-carboxylate